C(C1=CC=CC=C1)OC=1C(=NC=CC1)C1=C(SC(=C1)C(=O)NC1=CC(=CC(=C1)S(=O)(=O)C)Cl)C(=O)NC 3-(3-(benzyloxy)pyridin-2-yl)-N5-(3-chloro-5-(methylsulfonyl)phenyl)-N2-methylthiophene-2,5-dicarboxamide